O[C@H]1C2(C[C@H]1[C@H]1N3C(C4=CC=CC=C14)=CN=C3)C[C@H]3CC[C@@H](C2)N3C(=O)OC(C)(C)C tert-butyl (1R,2'R,3r,3'S,5S)-2'-hydroxy-3'-((R)-5H-imidazo[5,1-a]isoindol-5-yl)-8-azaspiro[bicyclo[3.2.1]octane-3,1'-cyclobutane]-8-carboxylate